4-fluoro-1-{2-[(3-methyloxetan-3-yl)amino]acetyl}-N-{phenyl[4-(propan-2-yl)phenyl]methyl}pyrrolidine-2-carboxamide FC1CC(N(C1)C(CNC1(COC1)C)=O)C(=O)NC(C1=CC=C(C=C1)C(C)C)C1=CC=CC=C1